C[Si]1(O[Si](O[Si](O[Si](O1)(CCP(C1=CC=CC=C1)C1=CC=CC=C1)C)(CCP(C1=CC=CC=C1)C1=CC=CC=C1)C)(CCP(C1=CC=CC=C1)C1=CC=CC=C1)C)CCP(C1=CC=CC=C1)C1=CC=CC=C1 2,4,6,8-tetramethyl-2,4,6,8-tetrakis(2-diphenylphosphinoethyl)cyclotetra-siloxane